C1CCC2=CC(=CC=C12)NC(=O)C1=CC(=CC=2NC(=NC21)COC)NC(=O)C2=C(C=CC=C2)C(F)(F)F N-(2,3-dihydro-1H-inden-5-yl)-2-(methoxymethyl)-6-({[2-(trifluoromethyl)phenyl]carbonyl}amino)-1H-benzoimidazole-4-carboxamide